2-(trifluoromethyl)-4,5,6,7-tetrahydrooxazolo[5,4-c]pyridine FC(C=1OC=2CNCCC2N1)(F)F